CC/C=C\\CCCCCC(CC(=O)OC(CC(=O)[O-])C[N+](C)(C)C)O The molecule is an O-acylcarnitine having (9Z)-3-hydroxydodecenoyl as the acyl substituent. It has a role as a metabolite. It is an O-acylcarnitine, a carboxylic ester and an ammonium betaine. It derives from a carnitine.